Methyl 8-(4-(dimethylcarbamoyl)piperazin-1-yl)-6-(N-(1-methylcyclopropyl)sulfamoyl)imidazo[1,2-a]pyridine-3-carboxylate CN(C(=O)N1CCN(CC1)C=1C=2N(C=C(C1)S(NC1(CC1)C)(=O)=O)C(=CN2)C(=O)OC)C